3,4-methylenedioxyphenylacetamide dipotassium salt [K+].[K+].C1OC=2C=C(C=CC2O1)CC(=O)[NH-].C1OC=2C=C(C=CC2O1)CC(=O)[NH-]